3-((4,4-bis(octyloxy)butanoyl)oxy)-2-(((9Z,12Z)-octadeca-9,12-dienoyloxy)methyl)propyl-4-methylmorpholine-2-carboxylate C(CCCCCCC)OC(CCC(=O)OCC(COC(=O)C1CN(CCO1)C)COC(CCCCCCC\C=C/C\C=C/CCCCC)=O)OCCCCCCCC